O=C1NC(CCC1N1C(C2=CC=C(C=C2C1=O)OCCN1CCC(CC1)C(=O)OC(C)(C)C)=O)=O tert-butyl 1-(2-[[2-(2,6-dioxopiperidin-3-yl)-1,3-dioxoisoindol-5-yl]oxy]ethyl)piperidine-4-carboxylate